C1(=CC=CC=C1)C=1C=CC=2N(C3=CC=C(C=C3C2C1)C1=CC=CC=C1)CCOP(O)(O)=O [2-(3,6-diphenyl-9H-carbazole-9-yl)ethyl]phosphoric acid